nicotinoyl-leucine C(C1=CN=CC=C1)(=O)N[C@@H](CC(C)C)C(=O)O